FC=1C=NC=CC1C1=CN=C(S1)NC1=CC2=C(C=N1)N=CN2CCNC(=O)[C@H]2NCCC2 (2S)-N-[2-[6-[[5-(3-fluoro-4-pyridyl)thiazol-2-yl]amino]imidazo[4,5-c]pyridin-1-yl]ethyl]pyrrolidine-2-carboxamide